5-chloro-7-nitro-4-phenylquinolin ClC1=C2C(=CC=NC2=CC(=C1)[N+](=O)[O-])C1=CC=CC=C1